OC1=C(C(N(C=2NCCNC21)CCN2CCOCC2)=O)C(=O)N 8-hydroxy-5-(2-morpholinoethyl)-6-oxo-5,6-dihydropyrido[2,3-b]piperazine-7-carboxamide